2,3,5-trimethyl-6-(3-picolyl)-1,4-benzoquinone CC=1C(C(=C(C(C1C)=O)C)CC=1C=NC=CC1)=O